C[Si](NC(=O)N[Si](C)(C)C)(C)C N,N'-bis(trimethylsilyl)urea